CC(CC)(CC(C)C)O 3,5-dimethyl-3-hexanol